2-N-(3-iodo-4-methylphenyl)-4-N,6-dimethylpyrimidine-2,4-diamine IC=1C=C(C=CC1C)NC1=NC(=CC(=N1)NC)C